pyrrolo[2,3-d]pyridazine-2-carbaldehyde N1C(=CC=2C1=CN=NC2)C=O